C(C)(=O)N[C@H](C(=O)O)CC1=CC=CC=C1 (2S)-2-acetamido-3-phenylpropanoic acid